C(C)(C)(C)OC(=O)N[C@@H]1[C@H](CCC1)N(C(OCC1C2=CC=CC=C2C=2C=CC=CC12)=O)CC=1C=C2CN(C(C2=CC1)=O)C1C(NC(CC1)=O)=O (9H-fluoren-9-yl)methyl ((1S,2S)-2-((tert-butoxycarbonyl)amino) cyclopentyl)((2-(2,6-dioxopiperidin-3-yl)-1-oxoisoindolin-5-yl)methyl)carbamate